C(CCCCCCCCCC=CCCCCCCCC)(=O)OCCCCCCCCCCCCCCCCCCCCC(C)C 21-methylbehenyl eicos-11-enoate